O=C1NN2C(C=CC(=C2)CCC(=O)O)=N1 3-(2-oxo-2,3-dihydro-[1,2,4]triazolo[1,5-a]pyridin-6-yl)propionic acid